N-[2-(4-isopropylpiperazin-1-yl)ethyl]-6-[5-(6-methyl-2-pyridyl)-1H-triazol-4-yl]quinolin-3-amine C(C)(C)N1CCN(CC1)CCNC=1C=NC2=CC=C(C=C2C1)C=1N=NNC1C1=NC(=CC=C1)C